CS(=O)(=O)OCC1[C@H]2CN(C[C@@H]12)C(=O)OC(C)(C)C tert-butyl (1R,5S,6r)-6-(methylsulfonyloxymethyl)-3-azabicyclo[3.1.0]hexane-3-carboxylate